2,2-difluoro-N-((5-fluoro-6-((3-methylisoxazol-5-yl)methoxy)-1H-indol-2-yl)methyl)propanamide FC(C(=O)NCC=1NC2=CC(=C(C=C2C1)F)OCC1=CC(=NO1)C)(C)F